FC1=CC=C(C=C1)N1N=CC2=CC(=C(C=C12)C)C12CN(CC2C1CO)C(=O)C1=CC=CC=C1 (1-(1-(4-fluorophenyl)-6-methyl-1H-indazol-5-yl)-6-(hydroxymethyl)-3-azabicyclo[3.1.0]hexane-3-yl)(phenyl)methanone